N1=C(C=CC=C1)C=1N=NC(=NN1)C1=NC=CC=C1 3,6-bis(2-pyridyl)-1,2,4,5-tetrazine